5,10-dibromo-1,2-bis[4-(tert-butyl)phenyl]-1H-phenanthro[9,10-d]imidazole BrC1=CC2=C(C=C1)C1=CC=C(C=C1C=1N(C(=NC12)C1=CC=C(C=C1)C(C)(C)C)C1=CC=C(C=C1)C(C)(C)C)Br